4,4,5,5-tetramethyl-2-[4-[4-(trifluoromethoxy)phenyl]phenyl]-1,3,2-dioxaborolane CC1(OB(OC1(C)C)C1=CC=C(C=C1)C1=CC=C(C=C1)OC(F)(F)F)C